FC=1C=C(C=C(C1)F)N1N=C(C=C(C1=O)C(=O)N[C@H](CO)C(C)C)C1=CC=C(C=C1)C 2-(3,5-difluorophenyl)-N-[(2S)-1-hydroxy-3-methylbut-2-yl]-6-(4-methylphenyl)-3-oxo-2,3-dihydropyridazine-4-carboxamide